FC(OC1=CC=C(C=C1)S(=O)(=O)N1CC2=C(C1)CN(C2)C([C@H](O)C2=CC=C(C=C2)F)=O)F (2R)-1-{5-[4-(difluoromethoxy)benzenesulfonyl]-1H,2H,3H,4H,5H,6H-pyrrolo[3,4-c]pyrrol-2-yl}-2-(4-fluorophenyl)-2-hydroxyethan-1-one